N-hexyl-(4-tolyl)-sulfonylamide C(CCCCC)[N-]S(=O)(=O)C1=CC=C(C=C1)C